BrC1=NC(=C2N1CCNC2)C(=O)OCC Ethyl 3-bromo-5,6,7,8-tetrahydroimidazo[1,5-a]pyrazine-1-carboxylate